3-amino-3-({1-[(2,6-dimethylcyclohexyl)oxy]-3-methoxy-1,3-dioxopropan-2-yl}carbamoyl)propionic acid NC(CC(=O)O)C(NC(C(=O)OC1C(CCCC1C)C)C(=O)OC)=O